Di(n-octyl) sebacate C(CCCCCCCCC(=O)OCCCCCCCC)(=O)OCCCCCCCC